C(C)(=O)N[C@@H]1[C@H](C[C@](C(O)=O)(O)O[C@H]1[C@H](O)[C@H](O)CO)O.ClC1=C(COC2=C(C=C(C=C2)NC(=O)C2=COC3=C2C=CC(=C3)C3=NN=NN3)F)C=CC(=C1)F N-(4-((2-chloro-4-fluorobenzyl)oxy)-3-fluorophenyl)-6-(1H-tetrazol-5-yl)benzofuran-3-carboxamide N-acetyl-β-neuraminate